O=C1NC(CCC1NC(=O)C=1C=C(C2=C(CCO2)C1)COC(NC1=C(C=CC(=C1)OC(F)(F)F)F)=O)=O (2-fluoro-5-(trifluoromethoxy)phenyl)carbamic acid (5-((2,6-dioxopiperidin-3-yl)carbamoyl)-2,3-dihydrobenzofuran-7-yl)methyl ester